CC1=CC(=NC=C1C=1C=2N(C3=CC(=NC=C3C1)NC)N=CN2)C(CC)O 1-{4-Methyl-5-[8-(methylamino)-[1,2,4]triazolo[1,5-a]1,6-naphthyridin-4-yl]pyridin-2-yl}propan-1-ol